5-(difluoromethoxy)-1,3-dimethyl-2-nitrobenzene FC(OC=1C=C(C(=C(C1)C)[N+](=O)[O-])C)F